3-((4-(1-(4-Chlorophenyl)piperidin-4-yl)-5-fluoro-2-methoxyphenyl)amino)piperidine-2,6-dione ClC1=CC=C(C=C1)N1CCC(CC1)C1=CC(=C(C=C1F)NC1C(NC(CC1)=O)=O)OC